(1aR,5aR)-2-(2,4-Difluoro-phenyl)-1a,2,5,5a-tetrahydro-1H-2,3-diaza-cyclopropa[a]pentalene-4-carboxylic acid (6-chloro-2-methyl-pyridin-3-yl)-amide ClC1=CC=C(C(=N1)C)NC(=O)C=1C=2C[C@@H]3[C@H](C2N(N1)C1=C(C=C(C=C1)F)F)C3